(S)-2-(1-isopropyl-3,7-dimethyl-4-oxo-1,4-dihydro-5H-pyrazolo[3,4-d]pyridazin-5-yl)-N-(1-(4-(trifluoromethoxy)phenyl)ethyl)acetamide C(C)(C)N1N=C(C2=C1C(=NN(C2=O)CC(=O)N[C@@H](C)C2=CC=C(C=C2)OC(F)(F)F)C)C